B(O)(O)O.[N+](=O)([O-])C1=C(C=CC=C1)CC(O)(C)C(C)(C)O 2-nitrophenylpinacol borate